4-(4-((5-amino-7-(butylamino)-2H-pyrazolo[4,3-d]pyrimidin-2-yl)methyl)-3-methoxyphenyl)-N-(3-stearamidopropyl)piperazine-1-carboxamide NC=1N=C(C=2C(N1)=CN(N2)CC2=C(C=C(C=C2)N2CCN(CC2)C(=O)NCCCNC(CCCCCCCCCCCCCCCCC)=O)OC)NCCCC